CN(C/C=C/C(=O)N1C(CCCC1)C(=O)NC=1SC(=CC1)C)C (e)-1-(4-(dimethylamino)but-2-enoyl)-N-(5-methylthiophen-2-yl)piperidine-2-carboxamide